5-methoxy-2-methyl-1-(pyridin-2-yl)indole COC=1C=C2C=C(N(C2=CC1)C1=NC=CC=C1)C